4-(4-chloro-2-fluoro-phenyl)-2-[2-cyclopropyl-6-(1-cyclopropylpyrazol-4-yl)morpholin-4-yl]-7-methyl-pyrimido[4,5-d]pyridazin-8-one ClC1=CC(=C(C=C1)C1=NC(=NC=2C(N(N=CC21)C)=O)N2CC(OC(C2)C=2C=NN(C2)C2CC2)C2CC2)F